N-(5-(2,2-dimethyl-2,3-dihydro-[1,4]dioxino[2,3-b]pyridin-6-yl)-4-((6-(methylsulfonyl)-4-(1-(2,2,2-trifluoroethyl)piperidin-4-yl)pyridin-2-yl)amino)pyridin-2-yl)acetamide CC1(OC=2C(=NC(=CC2)C=2C(=CC(=NC2)NC(C)=O)NC2=NC(=CC(=C2)C2CCN(CC2)CC(F)(F)F)S(=O)(=O)C)OC1)C